[K+].S(=O)(=O)(O[O-])[O-].C(N)(=O)N[C@H](CC1=CNC2=CC=CC=C12)C(=O)O.[K+] |r| DL-N-carbamoyl-tryptophan peroxymonosulfate potassium salt